1,1-dimethylethyl N-[(1R,2R,4S)-4-(4-fluorobenzoyl)-2-methoxy-cyclohexyl]-N-methyl-carbamate FC1=CC=C(C(=O)[C@@H]2C[C@H]([C@@H](CC2)N(C(OC(C)(C)C)=O)C)OC)C=C1